BrC1=C(C=CC=C1N=C=S)F 2-bromo-1-fluoro-3-isothiocyanatobenzene